C(#N)C1=C(C=C(C2=C1CCO2)C2=CC=C(C=C2)C(C)C)NCC(C(=O)N(C)C)=C 2-[[[4-cyano-7-(4-isopropylphenyl)-2,3-dihydrobenzofuran-5-yl]amino]methyl]-N,N-dimethyl-prop-2-enamide